BrC1=CC=C(C=C1)N1OCCC1=O 2-(4-bromophenyl)isoxazoline-3-one